O=C1N(N=CC(N1CC1=C(C#N)C=CC=C1)=O)CC1=C(C#N)C=CC=C1 4'-((3,5-dioxo-1,2,4-triazine-2,4(3H,5H)-diyl)bis(methylene))dibenzonitrile